2-(di-tertiary butyl-phosphino)biphenyl C(C)(C)(C)P(C1=C(C=CC=C1)C1=CC=CC=C1)C(C)(C)C